N-(4-benzyl-5-(4-hydroxy-4-((7-(3-morpholinopropanamido)-4-oxoquinazolin-3(4H)-yl)methyl)piperidin-1-yl)-5-oxopentyl)-4-chloroquinoline-7-carboxamide C(C1=CC=CC=C1)C(CCCNC(=O)C1=CC=C2C(=CC=NC2=C1)Cl)C(=O)N1CCC(CC1)(CN1C=NC2=CC(=CC=C2C1=O)NC(CCN1CCOCC1)=O)O